4-methyl-5,6-dihydro-4H-1,3-oxazin-2-amine CC1N=C(OCC1)N